9,13-dioxa-4,5,18,19-tetraazatetracyclo[12.5.2.12,6.017,20]docosa-1(19),2(22),3,14(21),15,17(20)-hexaene C=12C=3C=NNC(CCOCCCOC=4C=CC(NN1)=C2C4)C3